The molecule is the anion formed by deprotonating bromfenac at the carboxyl proton. It is a monocarboxylic acid anion, an organobromine compound, a member of benzophenones and an aromatic amino-acid anion. It is a conjugate base of a bromfenac. C1=CC(=C(C(=C1)C(=O)C2=CC=C(C=C2)Br)N)CC(=O)[O-]